[4-(methylthio)phenyl]-2-morpholinopropan-1-one CSC1=CC=C(C=C1)C(C(C)N1CCOCC1)=O